(S)-5-chloro-N-(8-chloro-5-methyl-4-oxo-2,3,4,5-tetrahydropyrido[3,2-b][1,4]oxazepin-3-yl)-4-(imidazo[1,5-a]pyridin-7-yl)-pyrimidine-2-carboxamide ClC=1C(=NC(=NC1)C(=O)N[C@@H]1C(N(C2=C(OC1)C=C(C=N2)Cl)C)=O)C2=CC=1N(C=C2)C=NC1